8-(Piperidin-4-ylamino)-6-pyridin-4-yl-imidazo[1,2-a]pyrazine-2-carboxylic acid methyl ester COC(=O)C=1N=C2N(C=C(N=C2NC2CCNCC2)C2=CC=NC=C2)C1